FC=1C=CC(=NC1)N1CC=2C(=NC=CC2C1=O)C1=C(C=C(C=C1)F)OCC(F)(F)F 2-(5-fluoropyridin-2-yl)-4-[4-fluoro-2-(2,2,2-trifluoroethoxy)phenyl]-2,3-dihydro-1H-pyrrolo[3,4-c]pyridin-1-one